(R)-2-methyl-4-(3-(3-methyl-1H-indazol-5-yl)imidazo[1,2-b]pyridazin-6-yl)morpholine C[C@@H]1CN(CCO1)C=1C=CC=2N(N1)C(=CN2)C=2C=C1C(=NNC1=CC2)C